(E)-3-methylthio-2-iodoacrylic acid ethyl ester C(C)OC(/C(=C\SC)/I)=O